C1(CC1)CCC(=O)N1[C@@H](C2=C(CC1)NC=N2)C=2SC1=C(N2)C=CC=C1F (S)-3-cyclopropyl-1-(4-(7-fluorobenzo[d]thiazol-2-yl)-6,7-dihydro-1H-imidazo[4,5-c]pyridin-5(4H)-yl)propan-1-one